ClC1=C(C=CC=C1)[C@H]1N(CCCNC1)C1=NC(=NC(=C1)C)N |r| (+-)-4-(2-(2-chlorophenyl)-1,4-diazepan-1-yl)-6-methylpyrimidin-2-amine